isobutyl N-cyclopentyl-N-[2-(3-methoxyphenyl)ethyl]carbamate C1(CCCC1)N(C(OCC(C)C)=O)CCC1=CC(=CC=C1)OC